C(CCCCCCC\C=C/CCCCCCCC)(=O)O.C(CCCCCCCCCCCCCCC(C)C)(=O)O.C(CCCCCCCCCCCCCCC(C)C)(=O)O.C(O)C(CC)(CO)CO trimethylolpropane diisostearate mono-oleate